2-methyl-2-(methylsulfonyl)butanoic acid methyl ester COC(C(CC)(S(=O)(=O)C)C)=O